NC1=NC2=CC=C(C=C2C=C1C)C(=O)N(CC1=NC=C(C=C1)C(F)(F)F)[C@@H]1COC2=C1C=CC(=C2C)C 2-amino-N-((3S)-6,7-dimethyl-2,3-dihydro-1-benzofuran-3-yl)-3-methyl-N-((5-(trifluoromethyl)-2-pyridinyl)methyl)-6-quinolinecarboxamide